FC(C=1C(=C(C=CC1)[C@@H](C)NC=1C2=C(N=CN1)N(C(C(=C2)C2(CCS(CC2)(=O)=N)OC)=O)C)F)F 4-(((R)-1-(3-(difluoromethyl)-2-fluorophenyl)ethyl)amino)-6-((1R,4r)-1-imino-4-methoxy-1-oxidohexahydro-1λ6-thiopyran-4-yl)-8-methylpyrido[2,3-d]pyrimidin-7(8H)-one